6-(1-(8-cyclopropyl-8-azabicyclo[3.2.1]octan-3-yl)piperidin-4-yl)-2-(3-fluoro-4-(methylsulfonyl)phenyl)-1,4-dimethyl-1H-benzo[d]imidazole C1(CC1)N1C2CC(CC1CC2)N2CCC(CC2)C=2C=C(C1=C(N(C(=N1)C1=CC(=C(C=C1)S(=O)(=O)C)F)C)C2)C